FC1(C2CC(CC(C1)N2C(=O)OC(C)(C)C)N(C2=CC=C1C(=N2)OCC=2C=C(C=CC21)C=2C=NN(C2)C2OCCCC2)C)F tert-butyl 6,6-difluoro-3-[methyl({8-[1-(oxan-2-yl)pyrazol-4-yl]-6H-isochromeno[3,4-b]pyridin-3-yl})amino]-8-azabicyclo[3.2.1]octane-8-carboxYLate